N1(N=NC=C1)CCCCC1=CC=C(C=C1)O 4-(4-(1H-1,2,3-triazol-1-yl)butyl)phenol